OC(CCO)CCCCCCCCCCCCCCC 3-hydroxy-octadecanol